FC(C1=NN=C(S1)C1=NC(=NC2=C(C=C(C=C12)S(=O)(=O)NC1(CC1)C)N1C[C@@H](N[C@H](C1)C)C)C(C)C)F 4-(5-(difluoromethyl)-1,3,4-thiadiazol-2-yl)-8-((3S,5S)-3,5-dimethylpiperazin-1-yl)-2-isopropyl-N-(1-methylcyclopropyl)quinazoline-6-sulfonamide